C1(=CC=CC=C1)C1=C(C=CC=C1)C=1NC2=C(N1)C=CC=C2 2-phenylphenylbenzimidazole